(4-(6-chloropyridin-2-yl)-6-(5-(trifluoromethyl)pyridin-3-ylamino)-1,3,5-triazin-2-ylamino)-2-methylpropan-2-ol ClC1=CC=CC(=N1)C1=NC(=NC(=N1)NC=1C=NC=C(C1)C(F)(F)F)NCC(C)(O)C